COC([C@H](CC1=CC=CC=C1)N1C(N(C(C1=O)=C)C(=O)OC(C)(C)C)=O)=O tert-butyl (S)-3-(1-methoxy-1-oxo-3-phenylpropan-2-yl)-5-methylene-2,4-dioxoimidazolidine-1-carboxylate